COC=1C=C2CCN(CC2=CC1NC1=NC2=CC(=CC=C2C=N1)NC1=CC(=CC=C1)S(=O)(=O)C)C N~2~-(6-methoxy-2-methyl-1,2,3,4-tetrahydroisoquinolin-7-yl)-N~7~-[3-(methylsulfonyl)phenyl]quinazoline-2,7-diamine